1,3-bis(N-(2-aminoethyl)aminomethyl)-4,5-dimethoxybenzene NCCNCC1=CC(=C(C(=C1)OC)OC)CNCCN